ClC=1C=CC=C2C=CC=C(C12)N1CC=2N=C(N=C(C2CC1)N1C[C@H]2C[C@@H]([C@@H](C1)N2)O)OC[C@H]2N(CCC2)C (1R,5R,6S)-3-(7-(8-chloronaphthalen-1-yl)-2-(((S)-1-methylpyrrolidin-2-yl)methoxy)-5,6,7,8-tetrahydropyrido[3,4-d]pyrimidin-4-yl)-3,8-diazabicyclo[3.2.1]octan-6-ol